4-(6-chloro-1-(2-(2-(dimethylamino)ethoxy)-4,6-diisopropylpyrimidin-5-yl)-7-(2-fluorophenyl)-2-oxo-1,2-dihydropyrido[2,3-d]pyrimidin-4-yl)-2,5-dimethylpiperazine-1-carboxylate ClC1=CC2=C(N(C(N=C2N2CC(N(CC2C)C(=O)[O-])C)=O)C=2C(=NC(=NC2C(C)C)OCCN(C)C)C(C)C)N=C1C1=C(C=CC=C1)F